Ethyl 3-(((4-(bis(tert-butoxycarbonyl) amino) pyran-5-yl) methyl) amino)-1H-pyrrole-2-carboxylate C(C)(C)(C)OC(=O)N(C1=CCOC=C1CNC1=C(NC=C1)C(=O)OCC)C(=O)OC(C)(C)C